N[C@@]1(CN(CC1)C1=C(C=NC(=C1C1=CC(=CC(=C1)F)F)C#N)C(=O)NCC1=NN(C=C1)C)C 4-[(3S)-3-amino-3-methylpyrrolidin-1-yl]-6-cyano-5-(3,5-difluorophenyl)-N-[(1-methyl-1H-pyrazol-3-yl)methyl]pyridine-3-carboxamide